ClC=1C=CC(=C(C1)C1=CC(=CN=N1)NC1=CC=NC2=CC(=CC=C12)C(=O)OC1CCN(CC1)C)F 1-methylpiperidin-4-yl 4-{[6-(5-chloro-2-fluorophenyl)pyridazin-4-yl]amino}quinoline-7-carboxylate